ClCC=1OC2=C(N1)C=C(C=C2)F 2-(chloromethyl)-5-fluorobenzo[d]oxazole